CC(=C)CC(CC)C 2,4-dimethylhexene